1-(2-methoxy-1-methoxymethyl-1-methyl-ethyl)-cyclopentyl methacrylate C(C(=C)C)(=O)OC1(CCCC1)C(COC)(C)COC